1-Ethyl-4-(4-isopentyl-2,6-dimethoxyphenyl)-5-methylindolin-2-one C(C)N1C(CC2=C(C(=CC=C12)C)C1=C(C=C(C=C1OC)CCC(C)C)OC)=O